cis-erucate C(CCCCCCCCCCC\C=C/CCCCCCCC)(=O)[O-]